2-{2-[(1H-1,3-Benzodiazol-2-ylmethyl)amino]ethyl}-N-[(2-fluoropyridin-3-yl)methyl]-1,3-thiazole-4-carboxamide N1C(=NC2=C1C=CC=C2)CNCCC=2SC=C(N2)C(=O)NCC=2C(=NC=CC2)F